3-({[(4R)-7-[methyl-(phenyl)amino]-3,4-dihydro-2H-1-benzopyran-4-yl]methyl}amino)pyridine-4-carboxylic acid CN(C1=CC2=C([C@@H](CCO2)CNC=2C=NC=CC2C(=O)O)C=C1)C1=CC=CC=C1